1-[7-chloro-3-(morpholin-4-yl)quinoxalin-5-yl]ethan-1-ol ClC1=CC(=C2N=C(C=NC2=C1)N1CCOCC1)C(C)O